CN(/C=C(/C(CC1(COC1)C=1C=C(C=CC1)NC(OCC1=CC=CC=C1)=O)=O)\C)C benzyl N-(3-[3-[(3E)-4-(dimethylamino)-3-methyl-2-oxobut-3-en-1-yl]oxetan-3-yl]phenyl)carbamate